NC=1C=CC(=C(C(=O)N(CC(F)(F)F)C2=CC=C(C=C2)F)C1)Cl 5-Amino-2-chloro-N-(4-fluorophenyl)-N-(2,2,2-trifluoroethyl)benzamide